N-(5-methyl-2-((pyridin-3-yl)methoxy)-4-(3-(1-(3-(3-Hydroxy-3-carboxypyrrolidin-1-yl)propyl)indolin-4-yl)-2-methylbenzyloxy)benzyl)-L-serine CC=1C(=CC(=C(CN[C@@H](CO)C(=O)O)C1)OCC=1C=NC=CC1)OCC1=C(C(=CC=C1)C1=C2CCN(C2=CC=C1)CCCN1CC(CC1)(C(=O)O)O)C